3-Chlorobenzyl ((S)-3-cyclohexyl-1-(((S)-5-((2-(ethylamino)-2-oxoethyl) (methyl) amino)-1-hydroxy-5-oxopentan-2-yl) amino)-1-oxopropan-2-yl) carbonate C(OCC1=CC(=CC=C1)Cl)(O[C@H](C(=O)N[C@H](CO)CCC(=O)N(C)CC(=O)NCC)CC1CCCCC1)=O